ClC1=NC=CC(=C1)N1C(N(CC1)C=1C=NC=CC1C)=O 1-(2-chloro-pyridin-4-yl)-3-(4-methyl-pyridin-3-yl)-imidazolidin-2-one